tert-butyl N-[(1S)-1-[2-(5-cyanothiazol-2-yl)-5-ethyl-1,2,4-triazol-3-yl]ethyl]carbamate C(#N)C1=CN=C(S1)N1N=C(N=C1[C@H](C)NC(OC(C)(C)C)=O)CC